(picolinate) iridium(III) [Ir+3].N1=C(C=CC=C1)C(=O)[O-].N1=C(C=CC=C1)C(=O)[O-].N1=C(C=CC=C1)C(=O)[O-]